FC=1C(=NC=C(C1)S(=O)(=O)C)N1C(N(C=2C=NC=3C=C(C(=CC3C21)C=2C=NN(C2)C)OC)C)=O 1-(3-Fluoro-5-methylsulfonylpyridin-2-yl)-7-methoxy-3-methyl-8-(1-methyl-1H-pyrazol-4-yl)-1H,2H,3H-imidazo-[4,5-c]quinolin-2-one